NC1=NC=2C=CC=CC2C2=C1N=C(N2CCCCNC(=O)C2=CC=C(CCNC(OC(C)(C)C)=O)C=C2)CCCC tert-butyl 4-(4-(4-amino-2-butyl-1H-imidazo[4,5-c]quinolin-1-yl)butylcarbamoyl)phenethylcarbamate